N[C@H]1CN(CCC1)C(=O)C1=CC=2N(C=C1)C(=C(N2)C=2N(C1=CC=CC=C1C2)CC2CCOCC2)C (R)-(3-aminopiperidin-1-yl)(3-methyl-2-(1-((tetrahydro-2H-pyran-4-yl)methyl)-1H-indol-2-yl)imidazo[1,2-a]pyridin-7-yl)methanone